N[C@@H](C(C)C)C(=O)N[C@@H](CCCCNC(=O)OC(C)(C)C)C(=O)NC1=CC=C(C=C1)CC(=O)OC L-Valyl-N6-(tert-butoxycarbonyl)-N-[4-(2-methoxy-2-oxoethyl)phenyl]-L-lysinamid